1-(3-dimethylaminopropyl)propanediamine CN(CCCC(CC)(N)N)C